F[C@@H]1[C@H]2CC[C@@H](C[C@@H]1N(C=1N=CC(=NC1)C=1C=C3C=CC(=NC3=CC1O)OCF)C)N2 6-(5-(((1R,2R,3S,5S)-2-fluoro-8-azabicyclo[3.2.1]octan-3-yl)(methyl)amino)pyrazin-2-yl)-2-(fluoromethoxy)quinolin-7-ol